C1NCC12CN(CC2)CC2=CC=C(C=C2)N2C(=NC=1C2=NC(=CC1)C1=CC=CC=C1)C=1C(=NC=CC1)N 3-(3-(4-((2,6-Diazaspiro[3.4]octan-6-yl)methyl)phenyl)-5-phenyl-3H-imidazo[4,5-b]pyridin-2-yl)pyridin-2-amine